C(#N)C1=CC=C2C=C(N(C2=C1)CC1=CC=C(C=C1)C(F)(F)F)C(=O)NC1CCC(CC1)NC(OC(C)(C)C)=O tert-butyl ((1r,4r)-4-(6-cyano-1-(4-(trifluoromethyl)benzyl)-1H-indole-2-carboxamido) cyclohexyl)carbamate